C(C1=CC=CC=C1)C1CCCCC1 cis-4-benzylcyclohexane